[OH-].C(CC)[P+](C1=CC=CC=C1)(C1=CC=CC=C1)C1=CC=CC=C1 n-propyl-triphenylphosphonium hydroxide